C(CCC)OCCN 2-butoxyethylamine